(+/-)-2,6,10,10-Tetramethyl-1-Oxaspiro[4.5]Deca-2,6-Dien-8-One CC=1O[C@@]2(CC1)C(=CC(CC2(C)C)=O)C |r|